4-cyanobenzoic acid ammonium salt [NH4+].C(#N)C1=CC=C(C(=O)[O-])C=C1